N-(4-((5-(6,7-dimethoxy-3-oxo-1,3-dihydronaphtho[2,3-c]furan-4-yl)pyridin-2-yl)(methyl)amino)phenyl)-N-methylacetamide COC1=CC2=C(C3=C(COC3=O)C=C2C=C1OC)C=1C=CC(=NC1)N(C1=CC=C(C=C1)N(C(C)=O)C)C